[Au]Cl.C(C)P(CC)CC (triethylphosphine) gold (I) chloride